4-((5-(3-amino-3-methyl-2-oxoindolin-1-yl)pyridin-3-yl)methyl)-7-fluorophthalazin-1(2H)-one NC1(C(N(C2=CC=CC=C12)C=1C=C(C=NC1)CC1=NNC(C2=CC(=CC=C12)F)=O)=O)C